CP(=O)(O)CC(C(=O)O)CCC(=O)O 2-[[methyl-hydroxyphosphinyl]methyl]glutaric acid